CC[N+]1=CC=C(O1)C2=CC(=CC=C2)S(=O)(=O)[O-] 2-ethyl-5-phenylisoxazolium-3'-sulphonate